C(C1=CC=CC=C1)OC(=O)N1C[C@@H](N(CC1)CC1(CCNCC1)F)C (3S)-4-[(4-fluoro-4-piperidinyl)methyl]-3-methyl-piperazine-1-carboxylic acid benzyl ester